t-butoxy carbamate C(N)(OOC(C)(C)C)=O